The molecule is a 3-hydroxy-D-aspartic acid in which the carbon bearing the hydroxy substituent has S configuration. It is a conjugate acid of a (3S)-3-hydroxy-D-aspartate(1-). It is an enantiomer of a (3R)-3-hydroxy-L-aspartic acid. [C@@H]([C@@H](C(=O)O)O)(C(=O)O)N